(4-(3-(4-(4-(3-(4-(2-{2,6-dioxopiperidin-3-yl}-1-oxoisoindolin-5-yl)piperidin-1-yl)propyl)piperazin-1-yl)benzoyl)-6-hydroxybenzo[b]thiophen-2-yl)phenyl)boronic acid O=C1NC(CCC1N1C(C2=CC=C(C=C2C1)C1CCN(CC1)CCCN1CCN(CC1)C1=CC=C(C(=O)C=2C3=C(SC2C2=CC=C(C=C2)B(O)O)C=C(C=C3)O)C=C1)=O)=O